methylimidazo[1,2-a]pyridin-1-ium C[N+]=1C=CN2C1C=CC=C2